tert-butyl (R)-4-(4-(2-(2-aminopyridin-3-yl)-5-phenyl-3H-imidazo[4,5-b]pyridin-3-yl)benzyl)-2-(hydroxymethyl)piperazine-1-carboxylate NC1=NC=CC=C1C1=NC=2C(=NC(=CC2)C2=CC=CC=C2)N1C1=CC=C(CN2C[C@@H](N(CC2)C(=O)OC(C)(C)C)CO)C=C1